ClC=1C=NC=C(C1N1CCN(CC1)C)[N+](=O)[O-] 1-(3-chloro-5-nitropyridin-4-yl)-4-methylpiperazine